COC(=O)C1(CC(=NO1)CNC(=O)C=1N(N=CC1)C1CCCC1)CC1=CC=CC=C1 5-Benzyl-3-{[(2-cyclopentyl-2H-pyrazole-3-carbonyl)-amino]-methyl}-4,5-dihydro-isoxazole-5-carboxylic acid methyl ester